5-((1S,2R)-1-(6-chloro-4-(methylsulfonyl)-1,1-dioxido-3,4-dihydro-2H-benzo[e][1,2,4]thiadiazin-2-yl)-2-(6-fluoro-2,3-dimethylphenyl)propyl)-1,3,4-oxadiazol-2(3H)-one ClC=1C=CC2=C(N(CN(S2(=O)=O)[C@@H]([C@H](C)C2=C(C(=CC=C2F)C)C)C2=NNC(O2)=O)S(=O)(=O)C)C1